[Si](C1=CC=CC=C1)(C1=CC=CC=C1)(C(C)(C)C)OC[C@@H]1CO[C@@H](CN1C(=O)OC(C)(C)C)C(NC(C)(C)C1=C(C=C(C=C1)Cl)C)=O tert-butyl (2S,5S)-5-(((tert-butyldiphenylsilyl)oxy)methyl)-2-((2-(4-chloro-2-methylphenyl)propan-2-yl)carbamoyl)morpholine-4-carboxylate